NCCCOP(O)(O)=O 3-Aminopropyl-phosphoric acid